O=C1N(C=CC2=CC=NC=C12)CC1=CC=C2C=C(N(C2=C1)C(=O)OC(C)(C)C)C(=O)OC O1-tert-butyl O2-methyl 6-[(1-oxo-2,7-naphthyridin-2-yl)methyl]indole-1,2-dicarboxylate